(1-methylprop-2-yn-1-oxy)-1-(tetrahydro-2H-pyran-4-yl)quinazoline CC(C#C)OC1N(C2=CC=CC=C2C=N1)C1CCOCC1